4-propyl-1H-imidazole C(CC)C=1N=CNC1